S(=O)(=O)=C(CC(=O)OCCN1C(N(C(N(C1=O)CCOC(CC(C)=S(=O)=O)=O)=O)CCOC(CC(C)=S(=O)=O)=O)=O)C 1,3,5-tris[2-(3-sulfonylbutyryloxy)ethyl]-1,3,5-triazine-2,4,6-trione